3-(4-Chloro-1-methyl-1H-benzotriazol-5-yl)-3-[7-(hydroxymethyl)-1-benzofuran-5-yl]propionic acid ethyl ester C(C)OC(CC(C=1C=C(C2=C(C=CO2)C1)CO)C1=C(C2=C(N(N=N2)C)C=C1)Cl)=O